1-(cyclopentylmethyl)-4-ethylbenzene C1(CCCC1)CC1=CC=C(C=C1)CC